N=1C=NCCC1 4,5-dihydro-pyrimidin